(S)-5-(8-(2-(methoxymethyl)pyrrolidin-1-yl)imidazo[1,2-b]pyridazin-6-yl)pyrimidine-2,4(1H,3H)-dione COC[C@H]1N(CCC1)C=1C=2N(N=C(C1)C=1C(NC(NC1)=O)=O)C=CN2